N-octacosyl-tetraoctylanilinium tetrakis(pentafluorophenyl)borate FC1=C(C(=C(C(=C1[B-](C1=C(C(=C(C(=C1F)F)F)F)F)(C1=C(C(=C(C(=C1F)F)F)F)F)C1=C(C(=C(C(=C1F)F)F)F)F)F)F)F)F.C(CCCCCCCCCCCCCCCCCCCCCCCCCCC)[N+](C1=C(C(=CC=C1)CCCCCCCC)CCCCCCCC)(CCCCCCCC)CCCCCCCC